4-(5,6-dimethoxybenzo[b]selenophen-2-yl)-2-methyl-4-oxo-butanoic acid COC1=CC2=C([Se]C(=C2)C(CC(C(=O)O)C)=O)C=C1OC